(1-((1-methoxyprop-2-yl)oxy)propan-1-en-2-yl)benzene COCC(C)OC=C(C)C1=CC=CC=C1